N=1C=C(N2C1C=CC=C2)C#CC=2C=C(C(=O)NC1=CC(=C(C=C1)CN1CCN(CC1)C)C(F)(F)F)C=CC2C 3-(imidazo[1,2-a]pyridin-3-ylethynyl)-4-methyl-N-(4-((4-methylpiperazin-1-yl)methyl)-3-(trifluoromethyl)phenyl)benzamide